(1S,6S)-6-(3,5-Dichloro-7-(methoxymethoxy)thieno[3,2-b]pyridin-2-yl)cyclohex-3-en-1-amine ClC1=C(SC=2C1=NC(=CC2OCOC)Cl)[C@H]2CC=CC[C@@H]2N